CC([C@H](N)C(=O)O)C1=CNC2=NC=CC=C12 β-Methyl-7-azatryptophan